(1E,3E-4-(2-[18F]fluoro-6-(methylamino)pyridine-3-yl)buta-1,3-dienyl)benz[d]thiazole-6-ol [18F]C1=NC(=CC=C1/C=C/C=C/C=1SC2=C(N1)C=CC(=C2)O)NC